C(C)(C)C1=NOC2=C(C=C3C=NC(=NC3=C21)OC)C=O 9-isopropyl-2-methoxyisoxazolo[5,4-h]quinazoline-6-carbaldehyde